2-{1-[(2S)-Butan-2-yl]-1H-pyrazol-4-yl}-5-[({1-[2-fluoro-4-(trifluoromethoxy)phenyl]cyclopropyl}carbonyl)amino]benzoic acid C[C@@H](CC)N1N=CC(=C1)C1=C(C(=O)O)C=C(C=C1)NC(=O)C1(CC1)C1=C(C=C(C=C1)OC(F)(F)F)F